3-acetyl-N-(2-methoxyphenyl)-2-methyl-7-(pyrrolidin-1-yl)-1H-indole-5-carboxamide C(C)(=O)C1=C(NC2=C(C=C(C=C12)C(=O)NC1=C(C=CC=C1)OC)N1CCCC1)C